palladium (2+) chloride [Pd](Cl)Cl